C(C)(C)(C)C=1C=CC(=C(C1)CN)OC (5-(tert-butyl)-2-methoxyphenyl)methylamine